(6-amino-5-Fluoro-4-morpholinopyridin-3-yl)-6-(trifluoromethyl)pyridinamide NC1=C(C(=C(C=N1)C=1C(=NC(=CC1)C(F)(F)F)C(=O)N)N1CCOCC1)F